(R)-N-(2-fluoro-3-hydroxy-3-methylbutyl)-7-(isopropylamino)-2-(pyridin-4-yl)pyrazolo[1,5-a]pyrimidine-6-carboxamide F[C@H](CNC(=O)C=1C=NC=2N(C1NC(C)C)N=C(C2)C2=CC=NC=C2)C(C)(C)O